ClC1=NC2=CC=CC=C2C(=C1C(=O)OCC1=CC=CC=C1)C benzyl 2-chloro-4-methylquinoline-3-carboxylate